4-amino-5-(3-methoxy-2,6-dimethylphenyl)-6-phenoxynicotinic acid NC1=C(C(=NC=C1C(=O)O)OC1=CC=CC=C1)C1=C(C(=CC=C1C)OC)C